2-((4-(5-bromopyridin-3-yl)-1H-1,2,3-triazol-1-yl)methyl)imidazo[1,2-a]pyridine-6-Formaldehyde BrC=1C=C(C=NC1)C=1N=NN(C1)CC=1N=C2N(C=C(C=C2)C=O)C1